CC1=NC=C(N=C1CC(CC)C)C 2,5-dimethyl-3-(2-methylbutyl)pyrazine